C(CCCCC)C(C(=O)OCCCCC(=O)O)CCCCCCCC 5-(2-hexyldecanoyloxy)pentanoic acid